OC(C)CC(CCCCCCCCC)OCC(=O)C1=CC=CC=C1 2-hydroxy-4-tridecyloxy-acetophenone